6-methyl-2-(methylsulfonyl)-1,4-dihydropyrimidin-4-one CC1=CC(N=C(N1)S(=O)(=O)C)=O